Methyl (R)-2-(((benzyloxy)carbonyl)amino)-3-iodopropanoate C(C1=CC=CC=C1)OC(=O)N[C@H](C(=O)OC)CI